tris(2-carbonylethyl)-phosphonium hydrochloride Cl.C(=O)=CC[PH+](CC=C=O)CC=C=O